O-methyl-salicylic acid COC(C=1C(O)=CC=CC1)=O